S(N)(=O)(=O)C=1C=C(C=CC1)NC(=O)C=1C(=NC=C(C1)C(F)(F)F)N1C[C@@H]2C(C([C@@H]2C1)(F)F)(F)F N-(3-sulfamoylphenyl)-2-[(1R,5S)-6,6,7,7-tetrafluoro-3-azabicyclo-[3.2.0]heptan-3-yl]-5-(trifluoromethyl)-pyridine-3-carboxamide